CN(C(C1=CC=C(C=C1)C(=O)N1[C@@H](C=2N(CC1)C(=NN2)C2=NC(=NS2)C)C)=O)C (R)-N,N-dimethyl-4-(8-methyl-3-(3-methyl-1,2,4-thiadiazol-5-yl)-5,6,7,8-tetrahydro-[1,2,4]triazolo[4,3-a]pyrazine-7-carbonyl)benzamide